C(=O)O.FC(C=1C(=C(C=CC1)[C@@H](C)NC1=CC(=NC2=C(C=C(C=C12)N1CCN(CC1)C(C)=O)OC)C)F)F (R)-1-(4-(4-((1-(3-(difluoromethyl)-2-fluorophenyl)ethyl)amino)-8-methoxy-2-methylquinolin-6-yl)piperazin-1-yl)ethan-1-one formate salt